tetraiododisilane I[SiH2][Si](I)(I)I